(2-amino-6-(methyloxycarbonyl)pyridin-3-yl)boronic acid NC1=NC(=CC=C1B(O)O)C(=O)OC